S(=O)(=O)([O-])F.[Ag+2].S(=O)(=O)([O-])F silver(II) fluorosulphate